(3R,6R)-3-(2,6-dichloropyridin-4-yl)-6-fluoro-4-(4-methoxybenzyl)-1,4-oxazepane ClC1=NC(=CC(=C1)[C@@H]1COC[C@@H](CN1CC1=CC=C(C=C1)OC)F)Cl